t-butyl 5,6-dihydro-3-(trifluoromethyl)-1,2,4-triazolo[4,3-a]pyrazin-7(8H)-carboxylate FC(C1=NN=C2N1CCN(C2)C(=O)OC(C)(C)C)(F)F